1-methyl-3-(Trifluoromethyl)-N-[2'-(trifluoromethyl)biphenyl-2-yl]-1H-pyrazole-4-carboxamide CN1N=C(C(=C1)C(=O)NC1=C(C=CC=C1)C1=C(C=CC=C1)C(F)(F)F)C(F)(F)F